C1(CC1)C([C@@H](C(=O)NC=1C=NN(C1F)[C@@H](C)C=1C(=NC=C(C1)F)OC)NC(OCC1=CC=CC=C1)=O)C1CC1 benzyl N-[(1S)-1-(dicyclopropylmethyl)-2-[[5-fluoro-1-[(1S)-1-(5-fluoro-2-methoxy-3-pyridyl)ethyl]pyrazol-4-yl]amino]-2-oxo-ethyl]carbamate